CC(C)[C@H]1CN(CCN1)C=1N=NC(=CN1)C1=C(C=C(C=C1)C=1C=NN2C1N=CC=C2)O 2-{3-[(3S)-3-(propan-2-yl)piperazin-1-yl]-1,2,4-triazin-6-yl}-5-(pyrazolo[1,5-a]pyrimidin-3-yl)phenol